C1(CC1)CNC1=C(C(=O)O)C=C(C=C1)S(NC1(CC1)C)(=O)=O 2-((cyclopropylmethyl)amino)-5-(N-(1-methylcyclopropyl)sulfamoyl)benzoic acid